3,4-dibromobenzyl bromide BrC=1C=C(CBr)C=CC1Br